CC1(P(C(CCC1)(C)C)CC1=NC(=CC=C1)CP1C(CCCC1(C)C)(C)C)C 2,6-Bis((2,2,6,6-tetramethylphosphinan-1-yl)methyl)pyridine